FC(C=1C=C(C=CC1OC1=CC=NC2=CC(=C(C=C12)OC)OC)NC(CC1=CC(=C(C=C1)Cl)C(F)(F)F)=O)(F)F N-(3-trifluoromethyl-4-((6,7-dimethoxyquinolin-4-yl)oxy)phenyl)-2-(4-chloro-3-(trifluoromethyl)phenyl)acetamide